N-((3R)-3-Hydroxy-4-(3-(3-(trifluoromethyl)phenyl)pyrrolidin-1-yl)butyl)-1-methyl-2-oxoindoline-5-carboxamide O[C@H](CCNC(=O)C=1C=C2CC(N(C2=CC1)C)=O)CN1CC(CC1)C1=CC(=CC=C1)C(F)(F)F